BrC1=CC=C(C=2N=C(OC21)N2CC1CCCC(C2)N1C(=O)OC(C)(C)C)Cl tert-Butyl 3-(7-bromo-4-chlorobenzo[d]oxazol-2-yl)-3,9-diazabicyclo[3.3.1]nonane-9-carboxylate